N-(4-fluoro-3-methylphenyl)-5-(2-(((1R,2S,3R,4S)-3-(hydroxymethyl)bicyclo[2.2.1]heptan-2-yl)amino)-2-oxoacetyl)-1,2,4-trimethyl-1H-pyrrole-3-carboxamide FC1=C(C=C(C=C1)NC(=O)C1=C(N(C(=C1C)C(C(=O)N[C@H]1[C@@H]2CC[C@H]([C@H]1CO)C2)=O)C)C)C